C1(CC1)NC(=O)C1=C(C=C(C=C1OC)C1=CN=C2N1C=C(C(=C2)C=2C=NN(C2)C)OC(C(=O)OCC)C)OC(F)F 2-[[3-[4-[(cyclopropylamino)carbonyl]-3-(difluoromethoxy)-5-methoxyphenyl]-7-(1-methyl-1H-pyrazol-4-yl)imidazo[1,2-a]pyridin-6-yl]oxy]-propanoic acid, ethyl ester